(3R,4S,5S)-tert-Butyl 4-((S)-2-((S)-2-(Dimethylamino)-3-methylbutanamido)-N,3-dimethylbutanamido)-3-methoxy-5-methylheptanoate CN([C@H](C(=O)N[C@H](C(=O)N(C)[C@H]([C@@H](CC(=O)OC(C)(C)C)OC)[C@H](CC)C)C(C)C)C(C)C)C